1,1-bis(2-thienyl)propan-2-yn-1-ol S1C(=CC=C1)C(C#C)(O)C=1SC=CC1